C[N+]1=NC2=C(C=CC=C2C(=C1)P([O-])(=O)OC)C (2,8-dimethylcinnolin-2-ium-4-yl)-methoxy-phosphinate